COC(=O)C1=NC(=CN=C1N1CCC2(CC1)CC1=CC=CC=C1[C@H]2NC(=O)OC(C)(C)C)Br 6-bromo-3-[(3S)-3-{[(tert-butoxy)carbonyl]amino}-1,3-dihydro-spiro[indene-2,4'-piperidin]-1'-yl]pyrazine-2-carboxylic acid methyl ester